ClC=1C=C(C=CC1F)NC(N(C)[C@H](C)C1=CN(C(C2=CC=CC=C12)=O)CCO)=O |r| Racemic-3-(3-chloro-4-fluorophenyl)-1-(1-(2-(2-hydroxyethyl)-1-oxo-1,2-dihydroisoquinolin-4-yl)ethyl)-1-methylurea